[6-(5-cyclopropyl-4H-1,2,4-triazol-3-yl)-2-azaspiro[3.3]heptan-2-yl]-[6-[(2-fluoro-4-methylsulfonyl-phenyl)methyl]-2-azaspiro[3.3]heptan-2-yl]methanone C1(CC1)C=1NC(=NN1)C1CC2(CN(C2)C(=O)N2CC3(C2)CC(C3)CC3=C(C=C(C=C3)S(=O)(=O)C)F)C1